1-(1-(5,7-difluoro-3-methylbenzofuran-2-yl)-2,2,2-trifluoroethyl)-3-(2-(((R)-1-hydroxypropan-2-yl)amino)pyrimidin-5-yl)urea FC=1C=C(C2=C(C(=C(O2)C(C(F)(F)F)NC(=O)NC=2C=NC(=NC2)N[C@@H](CO)C)C)C1)F